FC([C@H]1N(C2=CC(=C(C=C2C1)F)S(=O)(=O)N)C(=O)[C@@H]1CC2=CC=C(C=C2C1)C1=NC=CC=C1)F (S)-2-(difluoromethyl)-5-fluoro-1-((R)-5-(pyridin-2-yl)-2,3-dihydro-1H-indene-2-carbonyl)indoline-6-sulfonamide